1-[(4-cyanophenyl)methyl]-3-methyl-N-(1-methylcyclopropyl)-2-oxo-benzimidazole-5-sulfonamide C(#N)C1=CC=C(C=C1)CN1C(N(C2=C1C=CC(=C2)S(=O)(=O)NC2(CC2)C)C)=O